(R)-4-((1S,3R,5S,8S,9S,10S,13R,14S,17R)-1,3-dihydroxy-10,13-dimethylhexadecahydro-1H-cyclopenta[a]phenanthren-17-yl)-1-(4-ethyl-4-hydroxypiperidin-1-yl)pentan-1-one O[C@H]1C[C@@H](C[C@@H]2CC[C@H]3[C@@H]4CC[C@@H]([C@]4(CC[C@@H]3[C@@]12C)C)[C@@H](CCC(=O)N1CCC(CC1)(O)CC)C)O